p-diaminoBiphenyl NC1(CC=C(C=C1)N)C1=CC=CC=C1